3-dodecyl-1-(2,2,6,6-tetramethyl-4-piperidyl)-pyrrolidin-2,5-dione C(CCCCCCCCCCC)C1C(N(C(C1)=O)C1CC(NC(C1)(C)C)(C)C)=O